C(#N)C=1C2=C(N(N=C2C=C(C1)C=1C=NN(C1)C1COCC1)C)C1=CC(=C(C(=O)N[C@H]2[C@H](C2)F)C(=C1)OC)OC(F)F 4-[4-cyano-2-methyl-6-[1-(oxolan-3-yl)pyrazol-4-yl]indazol-3-yl]-2-(difluoromethoxy)-N-[(1R,2S)-2-fluorocyclopropyl]-6-methoxybenzamide